1-(6-chloropyridin-3-yl)-5,5-difluoro-3-(trifluoromethyl)-1,4,5,6-tetrahydrocyclopenta[b]pyrrole ClC1=CC=C(C=N1)N1C2=C(C(=C1)C(F)(F)F)CC(C2)(F)F